1H-pyrrolo[3,2-b]pyridine-2,3-dione N1C(C(C2=NC=CC=C21)=O)=O